CN1N=C(C(=C1[N+](=O)[O-])[N+](=O)[O-])[N+](=O)[O-] N-methyl-trinitropyrazole